C(C)C1(COCOC1)CO (5-ethyl-1,3-dioxan-5-yl)methanol